C(C)(C)(C)C1=CC=C(C=C1)C=1OCCN1 2-(4-tert-butylphenyl)-4,5-dihydrooxazole